2-(4-chloro-3-fluorophenyl)-2-isothiocyanatopropyl 2,2-dimethylpropanoate CC(C(=O)OCC(C)(N=C=S)C1=CC(=C(C=C1)Cl)F)(C)C